bis[4-(4-benzoylphenoxy) phenyl] ether C(C1=CC=CC=C1)(=O)C1=CC=C(OC2=CC=C(C=C2)OC2=CC=C(C=C2)OC2=CC=C(C=C2)C(C2=CC=CC=C2)=O)C=C1